3-[(S)-(3-bromophenyl)(cyclobutyl)methyl]-4-methyl-4H-1,2,4-triazole BrC=1C=C(C=CC1)[C@@H](C1=NN=CN1C)C1CCC1